N,N-di(methylol)acrylamide C(O)N(C(C=C)=O)CO